(E)-4-chloro-N-(4-(4-fluorostyryl)-5,8-dioxo-7-(piperidin-1-yl)-5,8-dihydroquinolin-6-yl)butanamide ClCCCC(=O)NC=1C(C=2C(=CC=NC2C(C1N1CCCCC1)=O)\C=C\C1=CC=C(C=C1)F)=O